4-((4-ethylmorpholin-3-ylmethoxy)phenyl)-2-oxo-6-(trifluoromethyl)-1,2-dihydropyridine-3-carboxamide C(C)N1C(COCC1)COC1=C(C=CC=C1)C1=C(C(NC(=C1)C(F)(F)F)=O)C(=O)N